O=C1NC(CC[C@H]1N1C(C2=C(C=C3C(=C2C1)OCC31CCN(CC1)C(=O)OC(C)(C)C)OC)=O)=O tert-butyl (R)-7-(2,6-dioxopiperidin-3-yl)-5-methoxy-6-oxo-7,8-dihydro-2H,6H-spiro[furo[2,3-e]isoindole-3,4'-piperidine]-1'-carboxylate